(2R,3S,4R,5R)-2-(benzo[d][1,3]dioxol-5-ylmethyl)-3-methyl-5-(7H-pyrrolo[2,3-d]pyrimidin-7-yl)tetrahydrofuran-3,4-diol O1COC2=C1C=CC(=C2)C[C@H]2O[C@H]([C@@H]([C@@]2(O)C)O)N2C=CC1=C2N=CN=C1